ClC1=C(OC2=CC=C3C(=N2)C=NN3C=3C=C(SC3)C(=O)NC(COC)COC)C=CC=C1 4-(5-(2-chlorophenoxy)-1H-pyrazolo[4,3-b]pyridin-1-yl)-N-(1,3-dimethoxypropan-2-yl)thiophene-2-carboxamide